N-((S)-(7-((R)-Cyclopropyl(4,4,4-trifluorobutanamido)methyl)imidazo[1,2-a]pyrimidin-2-yl)(4,4-difluorocyclohexyl)methyl)-2-(cyclopropylmethyl)-2H-1,2,3-triazole-4-carboxamide C1(CC1)[C@H](C1=NC=2N(C=C1)C=C(N2)[C@@H](NC(=O)C2=NN(N=C2)CC2CC2)C2CCC(CC2)(F)F)NC(CCC(F)(F)F)=O